ClC=1C=C(C=CC1C)C1=CC=C(O1)C=C1C(C2=C(S1)C=CC=C2)=O 2-[[5-(3-Chloro-4-methylphenyl)-2-furanyl]methylene]benzo[b]thiophen-3(2H)-one